O1CCN(CC1)C=1C2=C(N=C(N1)C=1C=C(C=CC1)O)C=CS2 3-(4-morpholinothieno[3,2-d]pyrimidin-2-yl)phenol